ClC=1C=CC=2N=CN=C(C2N1)NC1COC1 6-chloro-N-(oxetan-3-yl)pyrido[3,2-d]Pyrimidin-4-amine